(2-((2-(Benzo[d]thiazol-6-ylamino)-5-chloropyrimidin-4-yl)amino)phenyl)dimethylphosphine S1C=NC2=C1C=C(C=C2)NC2=NC=C(C(=N2)NC2=C(C=CC=C2)P(C)C)Cl